FC1(CCNCC1)COC1=NOC(=C1)C(C(=O)OC)C(C)C methyl 2-[3-[(4-fluoro-4-piperidyl) methoxy]isoxazol-5-yl]-isovalerate